butenylpyridazine C(=CCC)C=1N=NC=CC1